ClC1=CC=C(C=C1)C1=NCC=2N(C3=C1C(=C(S3)C#CC3=CC=C(C=N3)CCCC=O)C)C(=NN2)C 4-(6-((4-(4-chlorophenyl)-3,9-dimethyl-6H-thieno[3,2-f][1,2,4]triazolo[4,3-a][1,4]diazepin-2-yl)ethynyl)pyridin-3-yl)butanal